(2-Oxopiperidin-4-yl)methyl methanesulfonate CS(=O)(=O)OCC1CC(NCC1)=O